7-bromobenzo[b]thiophene-2-carboxylic acid BrC1=CC=CC2=C1SC(=C2)C(=O)O